(2,2-diheptyl-1,3-dioxolan-4-yl)methyl (4-nitrophenyl) carbonate C(OCC1OC(OC1)(CCCCCCC)CCCCCCC)(OC1=CC=C(C=C1)[N+](=O)[O-])=O